(2S)-2-[[5-chloro-2-[(3,5-dicyanophenyl)methoxy]-4-[(1S)-4-(2-fluoro-3-methoxy-phenyl)indan-1-yl]-oxy-phenyl]methylamino]-3-hydroxy-propionic acid ClC=1C(=CC(=C(C1)CN[C@H](C(=O)O)CO)OCC1=CC(=CC(=C1)C#N)C#N)O[C@H]1CCC2=C(C=CC=C12)C1=C(C(=CC=C1)OC)F